O[C@@H]1C[C@H](N(C1)C([C@H](C(C)(C)C)NC(CCCCCC(=O)OCC)=O)=O)C(N[C@@H](C)C1=CC=C(C=C1)C1=C(N=CS1)C)=O 1-Ethyl 7-(((S)-1-((2S,4R)-4-hydroxy-2-(((S)-1-(4-(4-methylthiazol-5-yl)phenyl)ethyl)carbamoyl)pyrrolidin-1-yl)-3,3-dimethyl-1-oxobutan-2-yl)amino)-7-oxoheptanoate